C(C)(C)(C)OC(=O)N(C=1N=CC(=NC1C1=CC(=NO1)C1=CC=C(C=C1)CN(C)C(=O)OC(C)(C)C)B(O)O)C(=O)OC(C)(C)C (5-(bis(tert-butoxycarbonyl)amino)-6-(3-(4-(((tert-butoxycarbonyl)(methyl)amino)methyl)phenyl)isoxazole-5-yl)pyrazin-2-yl)boronic acid